BrC=1N=NN(C1C)C1CC(C1)=O 3-(4-bromo-5-methyl-triazol-1-yl)cyclobutanone